C(C)(=O)OC=1C(=C(C=CC1)C1N=C(NC(=C1C(=O)OCC)C)C=1SC=CN1)C ethyl 4-(3-acetoxy-2-methylphenyl)-6-methyl-2-(thiazol-2-yl)-1,4-dihydropyrimidine-5-carboxylate